[Se](C#N)C1=C(C=CC=C1)[N+](=O)[O-] ortho-selenocyanonitrobenzene